Bis(4-cyanatophenyl)ether O(C#N)C1=CC=C(C=C1)OC1=CC=C(C=C1)OC#N